5-(tert-butyl)thiazole-2-carboxamide C(C)(C)(C)C1=CN=C(S1)C(=O)N